C(C)C1=C(C=C(C=C1)NC(=O)N1C2CCCC1C2)C2=NC=CC=C2 N-(4-ethyl-3-(pyridin-2-yl)phenyl)-6-azabicyclo[3.1.1]heptane-6-carboxamide